tert-butyl (2-(6,6-dimethyl-1-((2-(trimethylsilyl)ethoxy)methyl)-4,5,6,7-tetrahydro-1H-indazol-3-yl)-5-fluoro-1-((2-(trimethylsilyl)ethoxy)methyl)-1H-indol-6-yl)(methyl)carbamate CC1(CCC=2C(=NN(C2C1)COCC[Si](C)(C)C)C=1N(C2=CC(=C(C=C2C1)F)N(C(OC(C)(C)C)=O)C)COCC[Si](C)(C)C)C